N-((1R,2R,4S)-7-cyano-7-azabicyclo[2.2.1]heptan-2-yl)-4-(6-cyano-2-pyridinyl)-3-(2-methylpropoxy)benzamide C(#N)N1[C@H]2[C@@H](C[C@@H]1CC2)NC(C2=CC(=C(C=C2)C2=NC(=CC=C2)C#N)OCC(C)C)=O